4-ethoxy-1-(((S)-oxetan-2-yl)methyl)-1H-benzo[d]imidazole-6-carboxylic acid C(C)OC1=CC(=CC=2N(C=NC21)C[C@H]2OCC2)C(=O)O